NCC1=CC(=C(C(=C1)C)NC(=O)C1=CC2=C(OCCC3=C2SC=C3)C=C1C=1C(=NC(=CC1)C(NCC1CC1)=O)C(=O)OC)C methyl 3-(9-((4-(aminomethyl)-2,6-dimethylphenyl)carbamoyl)-4,5-dihydrobenzo[b]thieno[2,3-d]oxepin-8-yl)-6-((cyclopropylmethyl)carbamoyl)picolinate